COC(=O)C1=NC(=NC=C1)N1CC2(C1)CN(CC2)C(C2=CC(=CC=C2)C=2SC=CC2)=O 2-(6-(3-(thiophen-2-yl)benzoyl)-2,6-diazaspiro[3.4]octane-2-yl)pyrimidine-4-carboxylic acid methyl ester